(R)-(1-methyl-1H-1,2,4-triazol-5-yl)(4-(7-(trifluoromethyl)pyrazolo[1,5-a]pyridin-2-yl)-6,7-dihydro-1H-imidazo[4,5-c]pyridin-5(4H)-yl)methanone CN1N=CN=C1C(=O)N1[C@H](C2=C(CC1)NC=N2)C2=NN1C(C=CC=C1C(F)(F)F)=C2